1-(imidazo[1,5-a]pyridin-6-yl)ethan-1-ol C=1N=CN2C1C=CC(=C2)C(C)O